(S)-3-(trifluoromethyl)-7,7a,8,9,10,11-hexahydro-5H-pyrazino[2,1-c]pyridino[2,3-e][1,4]oxazepine hydrochloride Cl.FC(C1=CC2=C(N3[C@H](COC2)CNCC3)N=C1)(F)F